2-(5-chlorothiophen-2-yl)-4-hydroxy-5-methoxyisophthalonitrile ClC1=CC=C(S1)C1=C(C#N)C=C(C(=C1C#N)O)OC